(S)-2-ethyl-5-((4-((2-hydroxy-1-phenylethyl)amino)-5-(5-(pyridin-2-yl)-1,3,4-oxadiazol-2-yl)pyrimidin-2-yl)amino)-3,3-dimethylisoindolin-1-one C(C)N1C(C2=CC=C(C=C2C1(C)C)NC1=NC=C(C(=N1)N[C@H](CO)C1=CC=CC=C1)C=1OC(=NN1)C1=NC=CC=C1)=O